N,N,N',N'-tetrakis(3,4-dimethylphenyl)pyrene-1,6-diamine CC=1C=C(C=CC1C)N(C1=CC=C2C=CC=3C(=CC=C4C=CC1=C2C34)N(C3=CC(=C(C=C3)C)C)C3=CC(=C(C=C3)C)C)C3=CC(=C(C=C3)C)C